ClC=1C(=CC(=C(C1)NC1=NC=NC2=CC(=C(C=C12)NC(C=C)=O)OC)OC)OC1=NC=CC=C1 N-(4-((5-chloro-2-methoxy-4-(pyridin-2-yloxy)phenyl)amino)-7-methoxyquinazolin-6-yl)acrylamide